gamma-aminopropyl-trimethylethoxysilane NCCCC(C)O[Si](C)(C)C